3-FURANBUTANAL O1C=C(C=C1)CCCC=O